C(C)(=O)N1CCC(CC1)(OC([2H])([2H])[2H])C=1C(N(C2=C(C(=NC(=C2C1)Cl)C)O)C)=O 3-(1-Acetyl-4-(methoxy-d3)piperidin-4-yl)-5-chloro-8-hydroxy-1,7-dimethyl-1,6-naphthyridin-2(1H)-one